Cl.ClC(C)N(C)C Chloro-N,N-dimethylethylamine hydrochloride